ClC=1C=CC(=NC1)C(C)OC=1C=C(NC1C(NC)=O)C(=O)OCC ethyl 4-(1-(5-chloropyridin-2-yl) ethoxy)-5-(methylcarbamoyl)-1H-pyrrole-2-carboxylate